3-bromo-N-cyclopentylbenzenesulfonamide C1CCC(C1)NS(=O)(=O)C2=CC(=CC=C2)Br